OC(C=1C=C(C(=O)O)C=C(N1)C(NC)=O)C1=NC=CC2=C1C=CN2S(=O)(=O)C2=CC=CC=C2 2-(hydroxy(1-(phenylsulfonyl)-1H-pyrrolo[3,2-c]pyridin-4-yl)methyl)-6-(methylcarbamoyl)isonicotinic acid